(2S,3R)-3-amino-1-(3-cyano-6-methyl-4-(trifluoromethyl)pyridin-2-yl)-N-(5-fluoropyridin-2-yl)-N-methylpyrrolidine-2-carboxamide N[C@H]1[C@H](N(CC1)C1=NC(=CC(=C1C#N)C(F)(F)F)C)C(=O)N(C)C1=NC=C(C=C1)F